C(C)(C)N1C(C=CC(=C1)C1=NC(=NC=C1F)NC1=NC=C(C=C1)N1CCN(CC1)C)=O 1-isopropyl-5-(2-(5-(4-methylpiperazin-1-yl)pyridin-2-yl)amino-5-fluoropyrimidin-4-yl)-pyridin-2(1H)-one